(6S)-6-[2-Chloro-3-(6-methoxy-pyridin-3-yl)phenyl]-2-imino-6-methyl-3-[(2S,4S)-2-methyl-tetrahydropyran-4-yl]hexahydro-pyrimidin-4-one trifluoroacetic acid salt FC(C(=O)O)(F)F.ClC1=C(C=CC=C1C=1C=NC(=CC1)OC)[C@@]1(CC(N(C(N1)=N)[C@@H]1C[C@@H](OCC1)C)=O)C